C(C)C1=C(C(=NC=C1)C=O)Cl ethyl-3-chloropyridine-2-formaldehyde